C(CCCC)[N+]1(CCCC1)C 1-pentyl-1-methyl-pyrrolidinium